N,N-dimethylaminopropan CN(C)CCC